NC1=CC(=C(C=C1[N+](=O)[O-])[N+](=O)[O-])N 2,6-diamino-3,5-dinitro-benzene